C(#N)C(CNC(OCC(F)(F)F)=O)C 2,2,2-trifluoroethyl (2-cyanopropyl)carbamate